7-(2-(pyrrolidin-1-yl)-4-(trifluoromethyl)benzyl)-1,7-diazaspiro[3.5]nonane N1(CCCC1)C1=C(CN2CCC3(CCN3)CC2)C=CC(=C1)C(F)(F)F